FC(C(NCC1=CC=C(C=C1)OC)C1CCN(CC1)C(=O)OC(C)(C)C)(F)F tert-Butyl 4-(2,2,2-trifluoro-1-(4-methoxybenzylamino)ethyl)piperidine-1-carboxylate